4-chloro-3,5-dihydroxybenzoic acid ClC1=C(C=C(C(=O)O)C=C1O)O